O=C1NC(CCC1N1C(C2=CC=C(C=C2C1=O)N1CCN(CC1)CCCOCCCCCCCOC1=CC=C(C=C1)C(C)(C)C1=CC=C(OCC2=NC(=NC=C2)NS(=O)(=O)C)C=C1)=O)=O N-(4-((4-(2-(4-((7-(3-(4-(2-(2,6-dioxopiperidin-3-yl)-1,3-dioxoisoindolin-5-yl)piperazin-1-yl)propoxy)heptyl)oxy)phenyl)propan-2-yl)phenoxy)methyl)pyrimidin-2-yl)methanesulfonamide